ClC1=C(C=C(C=C1)F)C1NC(C2=C3C(=CC(=C12)C1=CC=CC2=C1C(=NS2)C(=O)N)OCO3)=O (6-(2-chloro-5-fluorophenyl)-8-oxo-7,8-dihydro-6H-[1,3]dioxolo[4,5-e]isoindol-5-yl)benzo[d]isothiazole-3-carboxamide